NCCC1CCC(CC1)NC1=CC=C(C=C1)C(C)(C)C N-(4-(2-aminoethyl)cyclohexyl)-4-(tert-butyl)aniline